N-[1-(2,4-Dichlorophenyl)-1-methoxypropan-2-yl]-3-(difluoro-methyl)-1-methyl-1H-pyrazole-4-carboxamide ClC1=C(C=CC(=C1)Cl)C(C(C)NC(=O)C=1C(=NN(C1)C)C(F)F)OC